Cl.FC1=CC=C(CN2N=CC(=C2)CN)C=C1 (1-(4-fluorobenzyl)-1H-pyrazol-4-yl)methylamine hydrochloride